Benzylammonium Chloride [Cl-].C(C1=CC=CC=C1)[NH3+]